[Ag].[Hg] mercury-silver